(E)-2-(3-(2-cyano-2-(6-methoxy-3H-imidazo[4,5-c]pyridin-2-yl)vinyl)-2,5-dimethyl-1H-pyrrol-1-yl)-5-phenylthiophene-3-carbonitrile C(#N)\C(=C/C1=C(N(C(=C1)C)C=1SC(=CC1C#N)C1=CC=CC=C1)C)\C1=NC2=C(C=NC(=C2)OC)N1